NC1=C(C(=NN1[C@@H]1CN([C@H](C1)CO)C(C=C)=O)C#CC1=C(C2=C(N(C=N2)C2CC2)C=C1F)F)C(=O)N 5-amino-3-[2-(1-cyclopropyl-4,6-difluoro-1,3-benzodiazol-5-yl)ethynyl]-1-[(3S,5R)-5-(hydroxymethyl)-1-(prop-2-enoyl)pyrrolidin-3-yl]pyrazole-4-carboxamide